1-[6-[6-[(1,1-Dioxo-1,2-thiazolidine-2-yl)methyl]benzimidazol-1-yl]-3-(1-hydroxyethyl)-2-pyridinyl]-5-methyl-pyrazole-3-carbonitrile O=S1(N(CCC1)CC=1C=CC2=C(N(C=N2)C2=CC=C(C(=N2)N2N=C(C=C2C)C#N)C(C)O)C1)=O